C(C)O/C=C/C=1C(=NC(=NC1C)OC)C (E)-5-(2-ethoxyvinyl)-2-methoxy-4,6-dimethylpyrimidine